BrC=1C(=C(C(=NC1)I)NC(OC(C)(C)C)=O)C tert-butyl N-(5-bromo-2-iodo-4-methylpyridin-3-yl)carbamate